tert-butyl (R)-1-(4-(2-methylmorpholino)phenyl)ethylcarbamate CC1OCCN(C1)C1=CC=C(C=C1)[C@@H](C)NC(OC(C)(C)C)=O